8-((R)-2-(4H-1,2,4-triazol-4-yl)propoxy)-5-isopropylisoquinolin N=1N=CN(C1)[C@@H](COC=1C=CC(=C2C=CN=CC12)C(C)C)C